2-[3-chloro-2-fluoro-4-[8-[4-[4-[(3S,4S)-3-hydroxypiperidine-4-carbonyl]piperazine-1-carbonyl]-3-methyl-anilino]imidazo[1,2-a]pyrazin-3-yl]phenoxy]acetonitrile formate C(=O)O.ClC=1C(=C(OCC#N)C=CC1C1=CN=C2N1C=CN=C2NC2=CC(=C(C=C2)C(=O)N2CCN(CC2)C(=O)[C@@H]2[C@@H](CNCC2)O)C)F